N-(2-naphthyl)acetamide C1=C(C=CC2=CC=CC=C12)NC(C)=O